(trifluoromethyl)-1H-imidazole FC(F)(F)N1C=NC=C1